ClC1=NC(=CC(=C1)C1=NC=2C=CC3=C(C2C=C1)C1=C(S3)C(N[C@@H](CN1)C)=O)C=C (R)-3-(2-chloro-6-vinylpyridin-4-yl)-10-methyl-9,10,11,12-tetrahydro-8H-[1,4]diazepino[5',6':4,5]thieno[3,2-f]quinolin-8-one